3-(2-Amino-9-((2R,3R,5S)-3-hydroxy-5-(hydroxymethyl)tetrahydrofuran-2-yl)-8-oxo-8,9-dihydro-7H-purin-7-yl)propanenitrile NC1=NC=C2N(C(N(C2=N1)[C@@H]1O[C@@H](C[C@H]1O)CO)=O)CCC#N